FC=1C(=CC=C2C=NC(=NC12)NC1=CC(=CC=C1)CSC)C(F)(F)F 8-fluoro-N-(3-((methylthio)methyl)phenyl)-7-(trifluoromethyl)quinazolin-2-amine